COC1=C(C=NC=C1)C=1C(=C(C#N)C=CC1)N1CCC(CC1)C1=NN=CN1C 3-(4-methoxypyridin-3-yl)-2-(4-(4-methyl-4H-1,2,4-triazol-3-yl)piperidin-1-yl)benzonitrile